3-(azetidin-1-yl)-6,7,7a,8,10,11-hexahydro-9H-pyrazino[1,2-d]pyrido[3,2-b][1,4]oxazepin N1(CCC1)C1=CC=2OCCC3N(C2N=C1)CCNC3